C(C)(C)(C)OC(=O)N1CCN(CC1)CC1(CC1)CSC(C)=O 4-((1-((acetylthio)methyl)cyclopropyl)methyl)piperazine-1-carboxylic acid tert-butyl ester